OCCCC(C=1N=NNC1)N(C(CCCO)C=1N=NNC1)C(CCCO)C=1N=NNC1 tri-(3-hydroxypropyl-triazolylmethyl)amine